NC=1C(=CC(=NC1)Br)C(CBr)=O 1-(5-amino-2-bromopyridin-4-yl)-2-bromoethanone